OC12C(C=3C=C(SC3N=C2N(CC1)C1=CC=C(C=C1)CO)C)=O 9-hydroxy-12-[4-(hydroxymethyl)phenyl]-5-methyl-4-thia-2,12-diazatricyclo[7.3.0.03,7]dodeca-1,3(7),5-trien-8-one